dimethyl 2,2'-((disulfanediylbis(3,1-phenylene))bis(oxy))diacetate S(SC=1C=C(C=CC1)OCC(=O)OC)C=1C=C(C=CC1)OCC(=O)OC